COC1=CC=CC(=N1)C1=NC2=CC=C(C=C2C(N1)=O)C1CCN(CC1)C 2-(6-methoxypyridin-2-yl)-6-(1-methylpiperidin-4-yl)quinazolin-4(3H)-one